N-(7-(6-morpholinylpyridin-3-yl)quinazolin-4-yl)benzo[d]thiazol-5-amine N1(CCOCC1)C1=CC=C(C=N1)C1=CC=C2C(=NC=NC2=C1)NC=1C=CC2=C(N=CS2)C1